C(C)(C)[C@@H]1CC[C@@]([C@@H]2[C@H]1C1=C(O2)C=C(C=C1O)CCCCC)(O)C (5aS,6S,9S,9aR)-9-isopropyl-6-methyl-3-pentyl-5a,6,7,8,9,9a-hexahydrodi-benzo[b,d]furan-1,6-diol